N-dodecyl-N-decyl-tolylammonium [tetrakis(perfluorophenyl) borate] FC1=C(C(=C(C(=C1F)F)F)F)[B-](C1=C(C(=C(C(=C1F)F)F)F)F)(C1=C(C(=C(C(=C1F)F)F)F)F)C1=C(C(=C(C(=C1F)F)F)F)F.C(CCCCCCCCCCC)[NH+](CCCCCCCCCC)C1=C(C=CC=C1)C